diphenylmethylene(cyclopentadienyl)(dibenzofluorenyl)zirconium dichloride [Cl-].[Cl-].C1(=CC=CC=C1)C(C1=CC=CC=C1)=[Zr+2](C1=CC=CC2=C3C(=C4C=5C=CC=CC5CC4=C21)C=CC=C3)C3C=CC=C3